NC(CCCN)(CCCN)CCCN 4-amino-4-(3-aminopropyl)-1,7-heptanediamine